4-[3-(2-fluorophenyl)-1H-pyrazol-4-yl]-7-(1-methyl-1H-pyrazol-4-yl)quinazoline FC1=C(C=CC=C1)C1=NNC=C1C1=NC=NC2=CC(=CC=C12)C=1C=NN(C1)C